FC1=C(C(=O)N2CCC(CC2)N2CC(C2)(N2C=C(C=C2)C=2C3=C(N=CN2)NC=C3)CC#N)C=C(C=C1)OC(F)(F)F {1-{1-[2-fluoro-5-(trifluoromethoxy)benzoyl]piperidin-4-yl}-3-[3-(7H-pyrrolo[2,3-d]pyrimidin-4-yl)-1H-pyrrol-1-yl]azetidin-3-yl}acetonitrile